tert-butyl (2-chloro-3-((3,5-dimethyl-4-oxo-3,4-dihydroquinazolin-6-yl)amino)-4-fluorophenyl)((3-fluoropropyl)sulfonyl)carbamate ClC1=C(C=CC(=C1NC=1C(=C2C(N(C=NC2=CC1)C)=O)C)F)N(C(OC(C)(C)C)=O)S(=O)(=O)CCCF